C(C)OC(C(C(C(=O)OCC)CCC(C)C)CCC(C)C)=O diethyl-2,3-diisopentylsuccinate